C1=CC=CC=2C3=CC=CC=C3C(C12)COC(=O)N([C@@H](C(=O)O)C)C (2R)-2-[9H-fluoren-9-yl-methoxycarbonyl-(methyl)amino]propanoic acid